FC=1C=C(C(=O)N)C=C(C1O)F 3,5-difluoro-4-hydroxy-benzamide